5-((4-(4-bromophenyl)piperazin-1-yl)methyl)-2-(2,4-dioxotetrahydropyrimidin-1(2H)-yl)isoindoline-1,3-dione BrC1=CC=C(C=C1)N1CCN(CC1)CC=1C=C2C(N(C(C2=CC1)=O)N1C(NC(CC1)=O)=O)=O